N-(pyrrol-2-ylmethyl)glycine N1C(=CC=C1)CNCC(=O)O